OC(CCCCCCCCCCCCCCCCCC(=O)O)CCC 19-Hydroxy-docosanoic acid